N1(C=NC=C1)C1=CC=C(CN(C2=CC(=NC=C2)CN2C(CNC(C2)=O)=O)CC2=CC(=CC=C2)OC)C=C1 1-((4-((4-(1H-imidazol-1-yl)benzyl)(3-methoxybenzyl)amino)pyridin-2-yl)methyl)piperazine-2,5-dione